COC1=NC=CC=C1C=1C=CC=2N(C1)N=NC2C(=O)NC=2C(=NC=C(C2)NC(CN2[C@H](CCC2)C)=O)C 6-(2-methoxy-3-pyridyl)-N-[2-methyl-5-[[2-[(2S)-2-methylpyrrolidin-1-yl]acetyl]amino]-3-pyridyl]triazolo[1,5-a]pyridine-3-carboxamide